benzyl 5-[5-[(3R)-3-(tert-butoxycarbonylamino)-5-[(4-chlorophenyl)methyl]-4-oxo-2,3-dihydro-1,5-benzothiazepin-7-yl]-1,3,4-oxadiazol-2-yl]-3,3-difluoro-piperidine-1-carboxylate C(C)(C)(C)OC(=O)N[C@H]1CSC2=C(N(C1=O)CC1=CC=C(C=C1)Cl)C=C(C=C2)C2=NN=C(O2)C2CC(CN(C2)C(=O)OCC2=CC=CC=C2)(F)F